(diethylsilanediyl)-bis(2-methyl-4-(4-t-butyl-phenyl)indenyl)silane C(C)[Si](CC)=[Si](C1C(=CC2=C(C=CC=C12)C1=CC=C(C=C1)C(C)(C)C)C)C1C(=CC2=C(C=CC=C12)C1=CC=C(C=C1)C(C)(C)C)C